N-(Morpholino(4-(5-(p-tolyl)-3-(trifluoromethyl)-1H-pyrazol-1-yl)phenyl)((2,4,4-trimethylpentan-2-yl)imino)-λ6-sulfaneylidene)-4-nitrobenzenesulfonamide O1CCN(CC1)S(=NS(=O)(=O)C1=CC=C(C=C1)[N+](=O)[O-])(=NC(C)(CC(C)(C)C)C)C1=CC=C(C=C1)N1N=C(C=C1C1=CC=C(C=C1)C)C(F)(F)F